C(C1=CC=CC=C1)N1N=CC(=C1)C=1C(=CC(N(C1)C)=O)N1C[C@@H](CC1)NS(=O)(=O)C(F)(F)F (R)-N-(1-(5-(1-benzyl-1H-pyrazol-4-yl)-1-methyl-2-oxo-1,2-dihydropyridin-4-yl)pyrrolidin-3-yl)-1,1,1-trifluoromethanesulfonamide